tert-butyl (6-(6-((1-methyl-1H-pyrazol-4-yl)amino)pyrimidin-4-yl)-1,2,3,4-tetrahydronaphthalen-1-yl)carbamate CN1N=CC(=C1)NC1=CC(=NC=N1)C=1C=C2CCCC(C2=CC1)NC(OC(C)(C)C)=O